2-(5-cyclopropyl-1,3,4-oxadiazole-2-yl)-N-[(dimethylamino)methylidene]-5-Nitrobenzenesulfonamide C1(CC1)C1=NN=C(O1)C1=C(C=C(C=C1)[N+](=O)[O-])S(=O)(=O)N=CN(C)C